Bis(4-tert-butylphenyl)iodonium fluorophosphate P(=O)([O-])([O-])F.C(C)(C)(C)C1=CC=C(C=C1)[I+]C1=CC=C(C=C1)C(C)(C)C.C(C)(C)(C)C1=CC=C(C=C1)[I+]C1=CC=C(C=C1)C(C)(C)C